CS(=O)(=O)C1=CC=C(C=C1)CC 1-(4-methylsulfonylphenyl)ethane